[Br-].C[N+](CC(COCCCCCCCCCCCCCCCCCC)OCCCCCCCCCCCCCCCCCC)(CCO)C dimethyl-2-hydroxyethyl-2,3-dioctadecyloxypropylammonium bromide